N-(1-(3-Methyl-1,2,4-oxadiazol-5-yl)ethyl)-6-(5-methylthiazol-2-yl)pyrido[2,3]-pyrimidin-4-amine CC1=NOC(=N1)C(C)NC1=NC=NC2=C1N=C(C=C2)C=2SC(=CN2)C